((((adamantan-1-yl) methyl) amino) methyl)-3-bromobenzoate C12(CC3CC(CC(C1)C3)C2)CNCOC(C2=CC(=CC=C2)Br)=O